5-((1-((cyclobutylmethyl)sulfonyl)piperidin-4-yl)methoxy)-2-(isoindolin-2-ylmethyl)-4H-pyran-4-one C1(CCC1)CS(=O)(=O)N1CCC(CC1)COC=1C(C=C(OC1)CN1CC2=CC=CC=C2C1)=O